FC1=CC(=C(C(=C1)C(C)C)CC(=O)NS(=O)(=O)C=1SC(=CN1)C(C)O)C(C)C 2-(4-fluoro-2,6-diisopropylphenyl)-N-(5-(1-hydroxyethyl)thiazol-2-ylsulfonyl)acetamide